N-{[4-(2-methyl-2H-indazole-6-sulfonyl)phenyl]methyl}thieno[2,3-c]pyridine-2-carboxamide CN1N=C2C=C(C=CC2=C1)S(=O)(=O)C1=CC=C(C=C1)CNC(=O)C1=CC=2C(=CN=CC2)S1